dimethylbis(indenyl)zirconium (i) Carbon Sulfur [S+2].[C+4].C[Zr-3](C1C=CC2=CC=CC=C12)(C1C=CC2=CC=CC=C12)C.C[Zr-3](C)(C1C=CC2=CC=CC=C12)C1C=CC2=CC=CC=C12